3-Aminocholestane NC1CC2CC[C@H]3[C@@H]4CC[C@H]([C@@H](CCCC(C)C)C)[C@]4(CC[C@@H]3[C@]2(CC1)C)C